Acetic acid (2S,3S,4R,5S,6S)-4,5-diacetoxy-6-[4-chloro-3-(4-ethoxy-benzyl)-phenyl]-2-methoxy-tetrahydro-pyran-3-yl ester C(C)(=O)O[C@H]1[C@@H]([C@H](O[C@H]([C@@H]1OC(C)=O)C1=CC(=C(C=C1)Cl)CC1=CC=C(C=C1)OCC)OC)OC(C)=O